ClC1=CC2=C(NC(=N2)N2N=C(C(=C2O)CCC2=CC=C(C=C2)CCCOCC(=O)OC(C)(C)C)C2=CC=C(C=C2)C(F)(F)F)C=C1 tert-butyl 2-[3-(4-{2-[1-(5-chloro-1H-1,3-benzodiazol-2-yl)-5-hydroxy-3-[4-(trifluoromethyl)phenyl]-1H-pyrazol-4-yl]ethyl}phenyl)propoxy]acetate